3,4-dihydro-acridine C1=CCCC2=NC3=CC=CC=C3C=C12